CN1N=CC(=C1)NC=1N=C(C2=C(N1)NC=C2)N[C@H]2CN(CCC2)C(C=C)=O (R)-1-(3-(2-(1-methyl-1H-pyrazol-4-ylamino)-7H-pyrrolo[2,3-d]pyrimidin-4-ylamino)piperidin-1-yl)prop-2-en-1-one